2-((Bis(4-methoxyphenyl)(phenyl)methoxy)methyl)-2-methylpropane-1,3-diol COC1=CC=C(C=C1)C(OCC(CO)(CO)C)(C1=CC=CC=C1)C1=CC=C(C=C1)OC